O=C1N(CCC(N1)=O)C1=CC(=C(CN2CCN(CC2)C2CCN(CC2)C=2C(=CC3=C(C(C=4NC5=CC(=CC=C5C4C3=O)C#N)(C)C)C2)CC)C=C1)F 8-(4-(4-(4-(2,4-dioxotetrahydropyrimidin-1(2H)-yl)-2-fluorobenzyl)piperazin-1-yl)piperidin-1-yl)-9-ethyl-6,6-dimethyl-11-oxo-6,11-dihydro-5H-benzo[b]carbazole-3-carbonitrile